Methyl 7-(1-(bicyclo[1.1.1]pentan-1-yl)-5-(((4-methoxybenzyl)oxy)methyl)-3-methyl-1H-pyrazol-4-yl)-6-fluoro-3-(3-hydroxypropyl)-1-methyl-1H-indole-2-carboxylate C12(CC(C1)C2)N2N=C(C(=C2COCC2=CC=C(C=C2)OC)C=2C(=CC=C1C(=C(N(C21)C)C(=O)OC)CCCO)F)C